C(C)C1=CC=2C(C3=CC=CC=C3C(C2C=C1)=O)=O 2-ethyl-9,10-anthracenedione